C(C)(C)(C)C1=CC=C(C=C1)N(C(=O)C1(CN(C1)C(=O)OC(C)(C)C)C)C(C(=O)NC1CCCCC1)C=1C=NC=CC1 tert-butyl 3-[(4-tert-butylphenyl)-[2-(cyclohexylamino)-2-oxo-1-(3-pyridyl)ethyl]carbamoyl]-3-methyl-azetidine-1-carboxylate